tert-butyl (6S)-2-(4-chloro-2-(6-((3-cyclopropyl-2,6-dioxo-3,6-dihydropyrimidin-1(2H)-yl)methyl)pyrrolo[2,1-f][1,2,4]triazin-4-yl)-6-methylbenzyl)-6-methylmorpholine-4-carboxylate ClC1=CC(=C(CC2CN(C[C@@H](O2)C)C(=O)OC(C)(C)C)C(=C1)C)C1=NC=NN2C1=CC(=C2)CN2C(N(C=CC2=O)C2CC2)=O